FC(COC=1C=C(C(=NC1F)N)F)F 5-(2,2-difluoroethoxy)-3,6-difluoropyridin-2-amine